C1(=C(C(=CC=C1)C)O)C(=O)[O-].[Zn+2].C1(=C(C(=CC=C1)C)O)C(=O)[O-] zinc cresotate